NC1=C(C=C(C(=N1)F)C1=CC=C(C=C1)C1(CCN(CC1)C(=O)OC(C)(C)C)OC)C=1C=C2CCNC(C2=CC1)=O tert-butyl 4-(4-(6-amino-2-fluoro-5-(1-oxo-1,2,3,4-tetrahydroisoquinolin-6-yl)pyridin-3-yl)phenyl)-4-methoxypiperidine-1-carboxylate